COC(CCC#CC)=O 4-hexynoic acid methyl ester